3-(N-(4-chloro-5-cyano-2-((cis-3-methoxycyclobutyl)methoxy)phenyl)sulfamoyl)-4-cyclopropylbenzoic acid ClC1=CC(=C(C=C1C#N)NS(=O)(=O)C=1C=C(C(=O)O)C=CC1C1CC1)OC[C@@H]1C[C@@H](C1)OC